F[Si](C1=C(C=CC=C1)C)(I)F 1-(Difluoroiodosilyl)-2-methylbenzene